CC(CCCCN(CCCCCCC(C(=O)OC(CCCCCCCC)CCCCCCCC)(C)C)CCN1CCNCC1)(C(OCCCCCCCCCCC)=O)C 1-octylnonyl 8-[(5,5-dimethyl-6-oxo-6-undecoxy-hexyl)-(2-piperazin-1-ylethyl)amino]-2,2-dimethyl-octanoate